(3-((benzyloxy)methyl)-4-ethyl-5-oxo-4,5-dihydro-1H-1,2,4-triazol-1-yl)-3-fluoro-6-(2-fluoro-5-tolyl)-1,6-naphthyridin-5(6H)-one C(C1=CC=CC=C1)OCC1=NN(C(N1CC)=O)C1=NC=2C=CN(C(C2C=C1F)=O)C=1C=CC(=C(C1)C)F